C(CCCCCC)[C@@H]1[C@@H](C1)CCCCCCCCC(CCCCCCCCC)N(C)C 1-[(1R,2S)-2-heptylcyclopropyl]-N,N-dimethyloctadecane-9-amine